Cl.Cl.N[C@@H]1NCCCC1 (R)-2-aminopiperidine dihydrochloride